4-(5-(trifluoromethyl)isoxazol-3-yl)benzaldehyde FC(C1=CC(=NO1)C1=CC=C(C=O)C=C1)(F)F